C1(CC1)NC(=O)N1CC=2N=NC(=CC2CC1)OCC=1C(=NOC1C)C=1C=NC(=CC1)C N-cyclopropyl-3-{[5-methyl-3-(6-methylpyridin-3-yl)-1,2-oxazol-4-yl]methoxy}-5H,6H,7H,8H-pyrido[3,4-c]pyridazine-7-carboxamide